3-Methyloctanedioic acid CC(CC(=O)O)CCCCC(=O)O